2,6-dimethoxy-N-(5-methyl-4,5-dihydronaphtho[2,1-d]isoxazol-3-yl)benzenesulfonamide COC1=C(C(=CC=C1)OC)S(=O)(=O)NC1=NOC2=C1CC(C1=CC=CC=C12)C